COC[C@@]12C[C@H](N([C@H]2C1)C(=O)OC(C)(C)C)C(=O)OCC 2-(tert-butyl) 3-ethyl (1S,3S,5R)-5-(methoxymethyl)-2-azabicyclo[3.1.0]hexane-2,3-dicarboxylate